1,1,1,3,3,3-hexafluoropropan-2-yl (S)-1-((2-methylpyridin-3-yl)carbamoyl)-6-azaspiro[2.5]octane-6-carboxylate CC1=NC=CC=C1NC(=O)[C@H]1CC12CCN(CC2)C(=O)OC(C(F)(F)F)C(F)(F)F